2-chloroimidazole hexafluorophosphate F[P-](F)(F)(F)(F)F.ClC=1NC=CN1